3,3'-dimethyl-4,4'-diphenylene diisocyanate CC1=C(C=CC(=C1)C2=CC(=C(C=C2)N=C=O)C)N=C=O